N1-((R)-3-amino-2-hydroxypropyl)-4-(trans-4-(aminomethyl)-3-fluoropiperidin-1-yl)-3-(2H-tetrazol-5-yl)benzene-1,2-disulfonamide NC[C@H](CNS(=O)(=O)C=1C(=C(C(=CC1)N1C[C@H]([C@@H](CC1)CN)F)C=1N=NNN1)S(=O)(=O)N)O